5-(4-fluoro-2-methylbenzene-1-sulfonyl)-N-[(pyrazin-2-yl)methyl]thiophene-2-carboxamide FC1=CC(=C(C=C1)S(=O)(=O)C1=CC=C(S1)C(=O)NCC1=NC=CN=C1)C